C1(CC1)COC=1C=NC(=NC1)N1C[C@H](N([C@H](C1)C)C(=O)OC1CC2(CN(C2)CC2=CC=CC=C2)C1)C 2-benzyl-2-azaspiro[3.3]heptan-6-yl (2R,6S)-4-[5-(cyclopropylmethoxy)pyrimidin-2-yl]-2,6-dimethylpiperazine-1-carboxylate